2-hydroxy-4-(trifluoromethoxy)phenylboronic acid OC1=C(C=CC(=C1)OC(F)(F)F)B(O)O